1-methoxy-5-((2-methyl-1,4-diazepan-1-yl)sulfonyl)isoquinoline COC1=NC=CC2=C(C=CC=C12)S(=O)(=O)N1C(CNCCC1)C